N-(4-(8-fluoro-1-methyl-1,2,3,5-tetrahydro-4H-benzo[e][1,4]diazepin-4-yl)-2,6-dimethylphenyl)-3,3-dimethylbutanamide FC=1C=CC2=C(N(CCN(C2)C2=CC(=C(C(=C2)C)NC(CC(C)(C)C)=O)C)C)C1